BrC1=NN(C2=C1C=NC(=C2)NC(C)=O)C2=NC(=CN=C2)C(C)(C)F N-(3-bromo-1-(6-(2-fluoropropan-2-yl)pyrazin-2-yl)-1H-pyrazolo[4,3-c]pyridin-6-yl)acetamide